C1(=CC=CC2=CC=CC=C12)N(C(=O)OCC)ONC(=O)OCC naphthyloxybis-urethane